(R)-(+)-5,5'-bis-[di-(3,5-di-tert-butyl-4-methoxyphenyl)-phosphino]-4,4'-bi-1,3-benzodioxol C(C)(C)(C)C=1C=C(C=C(C1OC)C(C)(C)C)P(C1=C(C2=C(OCO2)C=C1)C1=C(C=CC=2OCOC21)P(C2=CC(=C(C(=C2)C(C)(C)C)OC)C(C)(C)C)C2=CC(=C(C(=C2)C(C)(C)C)OC)C(C)(C)C)C2=CC(=C(C(=C2)C(C)(C)C)OC)C(C)(C)C